CC1=CC=CC=C1 1-Methylbenzene